(S)-6-Bromo-2-(2,5-dimethyl-1-(4-morpholinophenyl)-1H-pyrrol-3-yl)-N-(1-(ethylsulfonyl)pyrrolidin-3-yl)-3H-imidazo[4,5-b]pyridin-7-amin BrC=1C(=C2C(=NC1)NC(=N2)C2=C(N(C(=C2)C)C2=CC=C(C=C2)N2CCOCC2)C)N[C@@H]2CN(CC2)S(=O)(=O)CC